Cl.Cl.N1C=NC(=C2C1=NC=C2)N pyrrolo[2,3-d]pyrimidin-4-amine dihydrochloride